4-(3,5-dichlorobenzyl)-N-hydroxy-3-oxo-3,4-dihydro-2H-benzo[b][1,4]oxazine-6-carboxamide ClC=1C=C(CN2C3=C(OCC2=O)C=CC(=C3)C(=O)NO)C=C(C1)Cl